S(=O)(=O)(O)C(C(=O)[O-])CCCCCCCCCCCCCC.[Na+] sodium sulfopalmitate